C(C)C=1C(NC2=CC(=CN=C2C1)[C@H](C)N1CC(C1)O)=O (S)-3-ethyl-7-(1-(3-hydroxyazetidin-1-yl)ethyl)-1,5-naphthyridin-2(1H)-one